COC1=C(C(=CC(=C1)C)C)C1=CC=C2C=CC(=NC2=N1)C1CN(CCC1)CCO 2-[3-[7-(2-methoxy-4,6-dimethyl-phenyl)-1,8-naphthyridin-2-yl]-1-piperidyl]ethanol